N-(4-{[tert-butyl(dimethyl)silyl]oxy}phenyl)-5-[5-chloro-2-[(5-hydroxy-3,4-dihydroisoquinolin-2(1H)-yl)carbonyl]phenyl]-N-[3-(2-iodoethoxy)phenyl]-1,2-dimethyl-1H-pyrrole-3-carboxamide [Si](C)(C)(C(C)(C)C)OC1=CC=C(C=C1)N(C(=O)C1=C(N(C(=C1)C1=C(C=CC(=C1)Cl)C(=O)N1CC2=CC=CC(=C2CC1)O)C)C)C1=CC(=CC=C1)OCCI